ClC=1C=C(C=CC1)/C(/CNC(=O)NCC1CCCC1)=C\CO 1-[(E)-2-(3-chlorophenyl)-4-hydroxy-but-2-enyl]-3-(cyclopentylmethyl)urea